ClC1=CC(=C2C=NNC2=C1)C1(C[C@H]2C([C@H]2C1)NC(=O)NC1=CC(=CC=C1)Cl)O 1-((1r,3r,5s,6r)-3-(6-chloro-1H-indazol-4-yl)-3-hydroxy-bicyclo[3.1.0]hexane-6-yl)-3-(3-chlorophenyl)urea